C1NCC12CCN(CC2)C=2C=CC=1C(=NC(=CN1)NCC1=CC=C3C=CNC3=C1)N2 6-{2,7-diazaspiro[3.5]nonan-7-yl}-N-(1H-indol-6-ylmethyl)pyrido[2,3-b]pyrazin-3-amine